NC1=C2C(=NC=N1)N(N=C2C2=CC=C(C=C2)OC2=CC=CC=C2)C2C(CC(CC2)CN2C1CN(CC2CC1)C1=CC2=CN(C=C2C=C1F)C1C(NC(CC1)=O)=O)F 5-(8-((4-(4-amino-3-(4-phenoxyphenyl)-1H-pyrazolo[3,4-d]pyrimidin-1-yl)-3-fluorocyclohexyl)methyl)-3,8-diazabicyclo[3.2.1]octane-3-yl)-2-(2,6-dioxopiperidin-3-yl)-6-fluoroisoindole